Ditertiary butyl dicarbonate C(=O)(OC(C)(C)C)OC(=O)OC(C)(C)C